1-[2-(2-ethyl-5-methyl-4-pyridyl)-6-[5-[(6-methylpyridazin-3-yl)amino]benzimidazol-1-yl]-3-pyridyl]ethanol C(C)C1=NC=C(C(=C1)C1=NC(=CC=C1C(C)O)N1C=NC2=C1C=CC(=C2)NC=2N=NC(=CC2)C)C